1-Heptyl-3-Methylpyridinium triflat [O-]S(=O)(=O)C(F)(F)F.C(CCCCCC)[N+]1=CC(=CC=C1)C